BrC=1C=C(C=C(C1)Br)N1CCOCCC1 4-(3,5-dibromophenyl)-1,4-oxazepane